N[C@H]1[C@@H](CN(CC1)C1=C2C(=NC=C1C1=CC(=CC(=C1)F)F)NC(=N2)C2=CC1=C(NC(N1)=O)C=C2)OC 5-(7-((3R,4R)-4-amino-3-methoxypiperidin-1-yl)-6-(3,5-difluorophenyl)-3H-imidazo[4,5-b]pyridin-2-yl)-1,3-dihydro-2H-benzo[d]imidazol-2-one